ClC1=C2C(=C(NC2=CC=C1F)C(=O)N1C[C@H]([C@H](CC1)NC)F)F (4-chloro-3,5-difluoro-1H-indol-2-yl)((3R,4S)-3-fluoro-4-(methylamino)piperidin-1-yl)methanone